7-(2-(3-(7-chloro-4-(dimethylamino)-2-oxoquinazolin-1(2H)-yl)phenoxy)acetyl)-2-methyl-2,7-diazaspiro[4.5]decan-1-one ClC1=CC=C2C(=NC(N(C2=C1)C=1C=C(OCC(=O)N2CC3(CCN(C3=O)C)CCC2)C=CC1)=O)N(C)C